CN1N=C(C=C1C(=O)NC(C)C1=CC(=NO1)C1=CC(=NC=C1)C(F)(F)F)C(F)(F)F 2-methyl-5-(trifluoromethyl)-N-[1-[3-[2-(trifluoromethyl)-4-pyridinyl]isoxazol-5-yl]ethyl]pyrazole-3-carboxamide